7-Methoxy-4-oxo-1,4-dihydroquinoline-6-carboxylic acid methyl ester COC(=O)C=1C=C2C(C=CNC2=CC1OC)=O